FC1=C(C=CC(=C1)OC1=NC=CC=C1)C1=NOC(=N1)C=C(C(=O)O)C (3-(2-fluoro-4-(pyridin-2-yloxy)phenyl)-1,2,4-oxadiazol-5-yl)methacrylic acid